5-(2-(3,5-difluorophenylamino)pyrimidin-4-ylamino)benzo[d]oxazol-2(3H)-one trifluoroacetate salt FC(C(=O)O)(F)F.FC=1C=C(C=C(C1)F)NC1=NC=CC(=N1)NC=1C=CC2=C(NC(O2)=O)C1